((4-(((tert-butoxycarbonyl) amino) methyl) phenyl) (imino) methyl) carbamate C(N)(OC(=N)C1=CC=C(C=C1)CNC(=O)OC(C)(C)C)=O